C(C)(C)(C)OC(=O)N1CCN(CC1)C1CCN(CC1)C1=NC=C(C(=O)O)C=C1 6-(4-(4-(tert-butoxycarbonyl)piperazin-1-yl)piperidin-1-yl)nicotinic Acid